5-isopropoxybenzene-1,3-diol C(C)(C)OC=1C=C(C=C(C1)O)O